ClCC1=CN=C2C=C(C(NC2=C1)=O)C 7-(chloromethyl)-3-methyl-1H-1,5-naphthyridin-2-one